NC1=C(C=CC=C1N)S(=O)(=O)N(C)C 2,3-diamino-N,N-dimethylbenzenesulfonamide